C(CCCCCCCCCCC)(=O)O.OCC(O)CO.OCC(O)CO.OCC(O)CO.OCC(O)CO.OCC(O)CO pentaglycerol laurate